P(=O)(O)(O)O.NC1=NC=CC(=C1Cl)SC1=CN=C(N=N1)N1CCC2(CC1)[C@@H](C1=CC=CC=C1C2)N (S)-1'-(6-((2-Amino-3-chloropyridin-4-yl)thio)-1,2,4-triazin-3-yl)-1,3-dihydrospiro[indene-2,4'-piperidin]-1-amine phosphate